3-[(3-chloro-2-methoxyphenyl)amino]-2-{2-[(1-isopropylpyrazol-4-yl)amino]pyrimidin-4-yl}-1H,5H,6H,7H-pyrrolo[3,2-c]pyridin-4-one ClC=1C(=C(C=CC1)NC1=C(NC2=C1C(NCC2)=O)C2=NC(=NC=C2)NC=2C=NN(C2)C(C)C)OC